FC=1C=NC(=NC1)N1CC2N(C3=C(OC2)C=C(C=C3)N)CC1 3-(5-fluoropyrimidin-2-yl)-1,2,3,4,4a,5-hexahydrobenzo[b]pyrazino[1,2-d][1,4]oxazin-8-amine